(S)-4-((3-amino-5-(4-amino-2-oxa-8-azaspiro[4.5]decan-8-yl)pyrazin-2-yl)thio)-1,3-dimethyl-1H-benzo[d]imidazol-2(3H)-one NC=1C(=NC=C(N1)N1CCC2([C@@H](COC2)N)CC1)SC1=CC=CC=2N(C(N(C21)C)=O)C